(3R,5R)-5-(3-((2-((S*)-1-methoxyethyl)pyrazolo[1,5-a]pyrazin-4-yl)amino)-1H-pyrazol-5-yl)tetrahydrofuran-3-yl (1-methylcyclopropyl)carbamate CC1(CC1)NC(O[C@H]1CO[C@H](C1)C1=CC(=NN1)NC=1C=2N(C=CN1)N=C(C2)[C@H](C)OC)=O |o1:27|